copper aminothiosulfate gold [Au+3].NS=S(=O)([O-])[O-].[Cu+2]